(Z)-4-((2-((4-amino-2-fluorobut-2-en-1-yl)sulfonyl)phenoxy)methyl)-N,N-dimethylbenzenesulfonamide NC\C=C(\CS(=O)(=O)C1=C(OCC2=CC=C(C=C2)S(=O)(=O)N(C)C)C=CC=C1)/F